tri-(1-heptyl)phosphine 4-piperidyl-5-[[4-[[2-(6-methyl-2-pyridyl)pyrimidin-4-yl]amino]pyrimidin-2-yl]amino]thiophene-2-carboxylate N1CCC(CC1)OC(=O)C=1SC(=CC1)NC1=NC=CC(=N1)NC1=NC(=NC=C1)C1=NC(=CC=C1)C.C(CCCCCC)P(CCCCCCC)CCCCCCC